(E)-2-(4-bromo-2-nitro-phenyl)-N,N-dimethyl-ethenamine BrC1=CC(=C(C=C1)/C=C/N(C)C)[N+](=O)[O-]